(S)-N-(5-(2-(2-aminopyridin-3-yl)-5-(3-fluoro-1H-pyrazol-1-yl)-3H-imidazo[4,5-b]pyridin-3-yl)-2,3-dihydro-1H-inden-1-yl)-6-(difluoromethyl)nicotinamide NC1=NC=CC=C1C1=NC=2C(=NC(=CC2)N2N=C(C=C2)F)N1C=1C=C2CC[C@@H](C2=CC1)NC(C1=CN=C(C=C1)C(F)F)=O